CC1=NC(=NO1)C=1C=CC(=C(C#N)C1)B1OC(C(O1)(C)C)(C)C 5-(5-methyl-1,2,4-oxadiazol-3-yl)-2-(4,4,5,5-tetramethyl-1,3,2-dioxaborolan-2-yl)benzonitrile